4-Fluoro-2-methoxy-1-vinyl-benzene FC1=CC(=C(C=C1)C=C)OC